CC1(CC(C1)O)C dimethylcyclobutan-1-ol